n-propyl (2,2-difluoroethyl) carbonate C(OCCC)(OCC(F)F)=O